C(C)(C)(C)C(C(=O)[O-])(C(=O)[O-])CCCCC.[Mg+2] magnesium 2-(tert-butyl)-2-pentylmalonate